pentakis(dimethylamino)tantalum(V) CN(C)[Ta](N(C)C)(N(C)C)(N(C)C)N(C)C